C(C)OC=1C=C(C=CC1)C#CC1=C(C(=O)N2CCNCC2)C=CC=C1 4-[2-[2-(3-ethoxyphenyl)ethynyl]benzoyl]piperazin